Tetra-i-heptyl-pyromellitic acid C(CCCC(C)C)OC(C=1C(C(=O)OCCCCC(C)C)=CC(=C(C1)C(=O)OCCCCC(C)C)C(=O)OCCCCC(C)C)=O